tert-butyl {1-[(1S,2R)-2-amino-3,3-difluorocyclohexyl]piperidin-4-yl}methylcarbamate N[C@@H]1[C@H](CCCC1(F)F)N1CCC(CC1)CNC(OC(C)(C)C)=O